ClNC(=O)OCC Chlorourethane